N-(2-oxoethyl)nicotinamide O=CCNC(C1=CN=CC=C1)=O